Allyl (1R,5S)-8-(2'-(Methylthio)-3,4,5',8'-tetrahydro-2H,6'H-spiro[naphthalene-1,7'-quinazolin]-4'-yl)-3,8-diazabicyclo[3.2.1]octane-3-carboxylate CSC1=NC=2CC3(CCC2C(=N1)N1[C@H]2CN(C[C@@H]1CC2)C(=O)OCC=C)CCCC2=CC=CC=C23